CC1=C(C=CC(=N1)N[C@@H]1CN(CC12CC2)C(=O)OC(C)(C)C)C=2C=NN(C2)C (S)-tert-butyl 7-((6-methyl-5-(1-methyl-1H-pyrazol-4-yl)pyridin-2-yl)amino)-5-azaspiro[2.4]heptane-5-carboxylate